4-chloro-N-[1-(4-chlorobutyryl)-5-cyclopropyl-pyrazol-3-yl]-N-methyl-butyramide ClCCCC(=O)N(C)C1=NN(C(=C1)C1CC1)C(CCCCl)=O